Ethyl 1-benzyl-3-oxopiperidine-4-carboxylate hydrochloride Cl.C(C1=CC=CC=C1)N1CC(C(CC1)C(=O)OCC)=O